3-fluoro-4-methoxy-N-(4-methoxyphenyl)aniline oxazol-5-ylmethyl-(4-(1-(ethylsulfonyl)piperidin-4-yl)phenyl)carbamate O1C=NC=C1CN(C(O)=O)C1=CC=C(C=C1)C1CCN(CC1)S(=O)(=O)CC.FC=1C=C(NC2=CC=C(C=C2)OC)C=CC1OC